3-([3-amino-4-[(2S)-2-methyl-4-[(2R,4s,6S)-2,6-dimethyloxan-4-yl]piperazin-1-yl]phenyl]amino)-5-bromo-1-methylpyrazin-2-one NC=1C=C(C=CC1N1[C@H](CN(CC1)C1C[C@H](O[C@H](C1)C)C)C)NC=1C(N(C=C(N1)Br)C)=O